CN1C(NC2=C1C=CC(=C2)C(=O)OC)=O Methyl 1-methyl-2-oxo-2,3-dihydro-1H-benzo[d]imidazole-5-carboxylate